FC1(CC1)C(=O)N1CC(C1)N(CC1=CC=C(C=C1)OC)CC1=CC=C(C=C1)OC (1-fluorocyclopropanecarbonyl)-N,N-bis[(4-methoxyphenyl)methyl]azetidin-3-amine